FC1=CC=CC=2C(=N[C@@H](C(NC21)=O)NC(=O)C2=C(N=C1N2N=C(C=C1)N1CCOCC1)C1=CC=CC=C1)C1=CC=CC=C1 N-[(3S)-9-fluoro-2-oxo-5-phenyl-1,3-dihydro-1,4-benzodiazepin-3-yl]-6-morpholin-4-yl-2-phenylimidazo[1,2-b]pyridazine-3-carboxamide